2-(7-((2S,5R)-2,5-diethyl-4-(1-(7-fluoro-2-methylbenzo[d]oxazol-6-yl)ethyl)piperazin-1-yl)-4-methyl-5-oxo-4,5-dihydro-2H-pyrazolo[4,3-b]pyridin-2-yl)acetonitrile C(C)[C@@H]1N(C[C@H](N(C1)C(C)C1=C(C2=C(N=C(O2)C)C=C1)F)CC)C=1C=2C(N(C(C1)=O)C)=CN(N2)CC#N